6-(3-amino-6-(4-((1R,5S)-3-methyl-3-azabicyclo[3.1.0]hexane-1-yl)phenyl)pyrazin-2-yl)-7-fluoro-3,4-dihydroisoquinolin-1(2H)-one NC=1C(=NC(=CN1)C1=CC=C(C=C1)[C@@]12CN(C[C@H]2C1)C)C=1C=C2CCNC(C2=CC1F)=O